C(#N)C1=C(CCN(C1)C(=O)OC(C)(C)C)O Tert-butyl 5-cyano-4-hydroxy-3,6-dihydropyridine-1(2H)-carboxylate